CN(C(C1=CC=CC=C1)=O)C1=CC(=CC=C1)COC(CCNC)C1=CC=CC=C1 N-methyl-N-(3-((3-(methylamino)-1-phenylpropoxy)methyl)phenyl)benzamide